ClC1=CC=C(C=C1)C1=CC=2CCCCC2C2=C1OP(OC1=C2C=2CCCCC2C=C1C1=CC=C(C=C1)Cl)(O)=O (11bS)-2,6-bis(4-chlorophenyl)-4-hydroxy-8,9,10,11,12,13,14,15-octahydrodinaphtho[2,1-d:1',2'-f][1,3,2]dioxaphosphepine 4-oxide